2-methoxy-5-(2-((2R,5S)-5-methyl-2-(2-((S)-1,4,4-trimethylpyrrolidin-3-yl)benzo[d]thiazol-5-yl)piperidin-1-yl)-2-oxoacetamido)nicotinamide COC1=C(C(=O)N)C=C(C=N1)NC(C(=O)N1[C@H](CC[C@@H](C1)C)C=1C=CC2=C(N=C(S2)[C@@H]2CN(CC2(C)C)C)C1)=O